The molecule is a hydroxy fatty acid anion that is the conjugate base of 12,18-dihydroxyoctadecanoic acid, obtained by deprotonation of the carboxy group; major species at pH 7.3. It is an omega-hydroxy fatty acid anion and a long-chain fatty acid anion. It is a conjugate base of a 12,18-dihydroxyoctadecanoic acid. C(CCCCCC(=O)[O-])CCCCC(CCCCCCO)O